benzenesulfonylthiophene-1,1-dioxide C1(=CC=CC=C1)S(=O)(=O)C=1S(C=CC1)(=O)=O